BrC1=CC=C(S1)C=1SC(=CC1)CCCCCCCCCCCC 5-bromo-5'-dodecyl-2,2'-bithiophene